N-(2-(4-benzylpiperidin-1-yl)ethyl)benzo[d][1,3]dioxol-5-carboxamide C(C1=CC=CC=C1)C1CCN(CC1)CCNC(=O)C1=CC2=C(OCO2)C=C1